ClC1=C(C=2N(C=C1)C(=CN2)C)COC 7-chloro-8-(methoxymethyl)-3-methylimidazo[1,2-a]pyridine